C(C=C)(=O)OCC(COC(C=C)=O)(COC(C=C)=O)COCC(COC(C=C)=O)(COC(C=C)=O)COC(C=C)=O 2-[[3-[(1-Oxoallyl)oxy]-2,2-bis[[(1-oxoallyl)oxy]methyl]propoxy]methyl]-2-[[(1-oxoallyl)oxy]methyl]-1,3-propanediyl diacrylate